Methyl (2R)-2-[(2,4-dimethoxyphenyl)methylamino]-3-hydroxy-propanoate COC1=C(C=CC(=C1)OC)CN[C@@H](C(=O)OC)CO